N-[6-(2-chloro-5-fluorophenyl)-2-(dimethylamino)-3-[(4-methoxyphenyl)methyl]-8-oxo-7,8-dihydro-6H-imidazo[4,5-e]isoindol-5-yl]-5-fluoro-3-(trifluoromethyl)benzamide ClC1=C(C=C(C=C1)F)C1NC(C2=C3C(=CC(=C12)NC(C1=CC(=CC(=C1)F)C(F)(F)F)=O)N(C(=N3)N(C)C)CC3=CC=C(C=C3)OC)=O